C(CCCC#C)OS(=O)(=O)C 5-hexyn-1-ylmethylsulfonate